(S)-N-(1,1-bis(3,5-difluorophenyl)prop-1-en-2-yl)-2-(8-methoxy-2,4-dioxo-2H-pyrido[2,3-e][1,3]oxazin-3(4H)-yl)propanamide FC=1C=C(C=C(C1)F)C(=C(C)NC([C@H](C)N1C(OC2=C(C1=O)N=CC=C2OC)=O)=O)C2=CC(=CC(=C2)F)F